[NH4+].P(=O)(OC1CN(C1)C(CCCCC1=C(C=CC=C1)CCCCCCCC)=O)(O)O 1-[5-(2-Octylphenyl)pentanoyl]azetidin-3-yl dihydrogen phosphate ammonium salt